C(C1=CC=CC=C1)OC=1C=C2C(=CN1)OC(=C2C(=O)O)C 5-benzyloxy-2-methyl-furo[2,3-c]pyridine-3-carboxylic acid